[C@@H]12N(CCN[C@H]2CC1)C(=O)OC(C)(C)C |r| rac-tert-butyl (1R,6S)-2,5-diazabicyclo[4.2.0]octane-2-carboxylate